ClC=1C=CC(=C(C1)N1CC(N(CC1=O)C(C(=O)NC1=CC=C(C(=O)O)C=C1)C)=O)N1N=NN=C1 4-(2-(4-(5-chloro-2-(1H-tetrazol-1-yl)phenyl)-2,5-dioxopiperazin-1-yl)propanamido)benzoic acid